(Z)-1-(4-hydroxybut-2-ene-1-yl)-1H-imidazole-4-carboxamide OC\C=C/CN1C=NC(=C1)C(=O)N